OC1=CC=C(C=C1)N1C=CC=C1 l-4-Hydroxyphenyl-1H-pyrrole